4-[2-methyl-4-({(1R)-1-[2-methyl-3-(trifluoromethyl)phenyl]ethyl}amino)pyrido[3,4-d]pyrimidin-6-yl]-1-(propan-2-yl)-1,4lambda5-azaphosphinan-4-one CC=1N=C(C2=C(N1)C=NC(=C2)P2(CCN(CC2)C(C)C)=O)N[C@H](C)C2=C(C(=CC=C2)C(F)(F)F)C